ethyl 3-iodo-1H-indazole-5-carboxylate IC1=NNC2=CC=C(C=C12)C(=O)OCC